O[C@@H]1C=2C=CC(=NC2CC[C@@H]1[C@@H]1N2C(C3=CC=CC=C13)=CN=C2)C(=O)N (5S,6R)-5-Hydroxy-6-((S)-5H-imidazo[5,1-a]isoindol-5-yl)-5,6,7,8-tetrahydrochinolin-2-carboxamid